O1CC(C1)OC=1C=CC(=NC1)COC1=NN=C(S1)N 5-((5-(oxetan-3-yloxy)pyridin-2-yl)methoxy)-1,3,4-thiadiazol-2-amine